2-(4-cyclopropyl-6-methoxypyrimidin-5-yl)-9-(4-(1-methyl-4-(trifluoromethyl)-1H-imidazol-2-yl)benzyl)-6,7,8,9-tetrahydropyrimido[5,4-b][1,4]oxazepine C1(CC1)C1=NC=NC(=C1C=1N=CC=2OCCCN(C2N1)CC1=CC=C(C=C1)C=1N(C=C(N1)C(F)(F)F)C)OC